[S].[Ni].O1C=CC2=C1C(=CC=C2)C(=O)N2[C@@H](C=1N(CC2)C(=NN1)C1=NC(=NS1)C)C (R)-benzofuran-7-yl-(8-methyl-3-(3-methyl-1,2,4-thiadiazol-5-yl)-5,6-dihydro-[1,2,4]triazolo[4,3-a]pyrazin-7(8H)-yl)methanone nickel sulfur